FC(C1=CC=CC(=N1)C1=NC(=NC(=N1)NC1=CC(=NC=C1)C(F)(F)F)NC(CC)O)(F)F [4-(6-Trifluoromethyl-pyridin-2-yl)-6-(2-trifluoromethyl-pyridin-4-ylamino)-[1,3,5]triazin-2-ylamino]-propan-1-ol